N-methyl-N-ethyl-fumaric acid amide CN(C(\C=C\C(=O)O)=O)CC